1-cyano-1,1-dimethyl-1-chlorosilane C(#N)[Si](Cl)(C)C